6-(((S)-(1-((1S,2S)-2-fluorocyclopropyl)-1H-1,2,3-triazol-4-yl)(isoquinolin-5-yl)methyl)amino)-4-(neopentylamino)quinoline-3,8-dicarbonitrile F[C@@H]1[C@H](C1)N1N=NC(=C1)[C@H](C1=C2C=CN=CC2=CC=C1)NC=1C=C2C(=C(C=NC2=C(C1)C#N)C#N)NCC(C)(C)C